8-(3-(2,2-difluorocyclopropyl)azetidin-1-yl)-6-(2,4-dimethoxypyrimidin-5-yl)imidazo[1,2-b]pyridazine FC1(C(C1)C1CN(C1)C=1C=2N(N=C(C1)C=1C(=NC(=NC1)OC)OC)C=CN2)F